(S)-4-amino-7-fluoro-N-methyl-N-(6-(trifluoromethyl)-2,3-dihydrofuro[3,2-c]pyridin-3-yl)imidazo[1,5-a]quinoxaline-8-carboxamide NC=1C=2N(C3=CC(=C(C=C3N1)F)C(=O)N([C@@H]1COC3=C1C=NC(=C3)C(F)(F)F)C)C=NC2